C1(=CC=CC=C1)C=1SC(=CN1)CC(=O)[O-] 2-phenyl-5-thiazoleacetate